N[C@](C(=O)O)(COC([2H])([2H])[2H])[2H] (2S)-2-amino-3-(2H3)methoxy(2-2H)propanoic acid